COC=1C=C2CCN(CC2=CC1NC1=NC=C(C(=N1)NC1=C(C=CC=C1)CNC)C(=O)N)C 2-[(6-methoxy-2-methyl-1,2,3,4-tetrahydroisoquinolin-7-yl)amino]-4-({2-[(methylamino)methyl]phenyl}amino)pyrimidine-5-carboxamide